O1[C@H](COC2=C1C=CC=C2)C2=CC=C(CN1CCC(CC1)N1S(CCC1)(=O)=O)C=C2 1-{4-[(2S)-2,3-dihydro-1,4-benzodioxin-2-yl]benzyl}-4-(1,1-dioxido-1,2-thiazolidin-2-yl)piperidine